N-[3-(trifluoromethyl)phenyl]isoquinolin-1-amine FC(C=1C=C(C=CC1)NC1=NC=CC2=CC=CC=C12)(F)F